5-Ethynyl-8-(1H-imidazol-2-ylmethyl)-6-methyl-2-{[4-(4-methylpiperazin-1-yl)phenyl]amino}pyrido[2,3-d]pyrimidin-7-one C(#C)C1=C(C(N(C=2N=C(N=CC21)NC2=CC=C(C=C2)N2CCN(CC2)C)CC=2NC=CN2)=O)C